FC(C(=O)N1CC2=CC(=C(C=C2CC1)OC)[N+](=O)[O-])(F)F 2,2,2-trifluoro-1-(6-methoxy-7-nitro-3,4-dihydroisoquinoline-2(1H)-yl)ethan-1-one